1-phenyl-3-(pyridin-2-yl)propane-1,3-dione C1(=CC=CC=C1)C(CC(=O)C1=NC=CC=C1)=O